C[C@]12CC[C@H]3[C@H]([C@@H]1CC[C@H]2O)CCC4=C3C=CC(=C4)O The molecule is an estradiol that is estra-1,3,5(10)-triene substituted by hydroxy groups at positions 3 and 17 (the 17alpha stereoisomer). It is a 17alpha-hydroxy steroid, a 3-hydroxy steroid and an estradiol.